[Br-].O(C1=CC=CC=C1)P(C(C)(C)CC)OC1=CC=CC=C1 diphenoxyTert-amyl-phosphine bromide